ClC=1C2=CN(N=C2C(=C(C1)C1=CC=C(C=C1)OCCN1CCC(CC1)O)Cl)[C@@H](C(=O)OCC)C1=C2N(C=N1)C[C@@H](C2)F |&1:27| rac-ethyl 2-(4,7-dichloro-6-(4-(2-(4-hydroxypiperidin-1-yl)ethoxy)phenyl)-2H-indazol-2-yl)-2-((R)-6-fluoro-6,7-dihydro-5H-pyrrolo[1,2-c]imidazol-1-yl)acetate